C(C)OC(C1=CC=C(C=C1)N1CCC(CC1)C(OC)OC)=O 4-(4-(dimethoxymethyl)piperidin-1-yl)benzoic acid ethyl ester